(R)-4-(imidazo[1,2-a]pyrazin-3-yl)-7-((5-(2-(2-methoxypropan-2-yl)morpholino)pyridin-2-yl)amino)isoindolin-1-one N=1C=C(N2C1C=NC=C2)C2=C1CNC(C1=C(C=C2)NC2=NC=C(C=C2)N2C[C@@H](OCC2)C(C)(C)OC)=O